BrC=1C(=C(C#N)C=CC1)N1CC(CC1)O bromo-2-(3-hydroxypyrrolidin-1-yl)benzonitrile